Cl.N[C@@H](C(=O)O[C@H](C(=O)NCC1=CC=C(C=C1)C(N)=N)C)CCC1=CC=CC=C1 (S)-1-((4-Carbamimidoylbenzyl)amino)-1-oxopropan-2-yl (R)-2-amino-4-phenylbutanoate hydrochloride